NC1=C(C(=CC=C1)C)NC1=NC(=NC=C1Cl)NC1=CC=C(C=C1)N1CCN(CC1)C N4-(2-amino-6-methylphenyl)-5-chloro-N2-(4-(4-methylpiperazin-1-yl)phenyl)pyrimidine-2,4-diamine